FC1=C2C=C(N(C2=C(C(=C1)F)F)CCNC1=CC=NC=N1)C 6-[2-(4,6,7-trifluoro-2-methyl-indol-1-yl)-ethylamino]-pyrimidin